Trans-N-(4-((4-(2-(3-(aminomethyl)oxetan-3-yl)pyridin-4-yl)phenyl)sulfonyl)cyclohexyl)-5-(trifluoromethyl)pyridin-2-amine NCC1(COC1)C1=NC=CC(=C1)C1=CC=C(C=C1)S(=O)(=O)[C@@H]1CC[C@H](CC1)NC1=NC=C(C=C1)C(F)(F)F